C(C)(C)(C)OC(=O)N1CC=2NN=C(C2C1)I 3-iodo-4,6-dihydropyrrolo[3,4-c]Pyrazole-5(1H)-carboxylic acid tert-butyl ester